C(C)(C)(C)OC(=O)N(C1=NN(C2=NC(=NC(=C21)C2CC2)C2=CC=C(C=C2)[N+](=O)[O-])C(=O)OC(C)(C)C)C(=O)OC(C)(C)C tert-Butyl 3-(bis(tert-butoxycarbonyl)amino)-4-cyclopropyl-6-(4-nitrophenyl)pyrazolo[3,4-d]pyrimidine-1-carboxylate